CNC1=CC(=CC=C1)CN1CC2(C1)CN(C2)S(=O)(=O)C=2C(=NC(=CC2)C(F)(F)F)C N-methyl-3-((6-((2-methyl-6-(trifluoromethyl)pyridin-3-yl)sulfonyl)-2,6-diazaspiro[3.3]heptan-2-yl)methyl)aniline